ClC1=CC2=C(N=CN=C2N2CCC3(CN(C3)C(\C=C\C(C)=O)=O)CC2)N=C1C1=C(C=CC=C1O)F (E)-1-(7-(6-Chloro-7-(2-fluoro-6-hydroxyphenyl)pyrido[2,3-d]pyrimidin-4-yl)-2,7-diazaspiro[3.5]nonan-2-yl)pent-2-ene-1,4-dione